NC1CCN(CC1)C(COC1CN(C1)C1=C2C(N(C(C2=CC=C1)=O)C1C(NC(CC1)=O)=O)=O)=O 4-(3-(2-(4-aminopiperidin-1-yl)-2-oxoethoxy)azetidin-1-yl)-2-(2,6-dioxopiperidin-3-yl)isoindoline-1,3-dione